CN(C)CC(CNC(=O)C1=CC2=C(S1)CCCCCC2)(CC)CC N-[2-[(dimethylamino)methyl]-2-ethylbutyl]-4,5,6,7,8,9-hexahydrocycloocta[b]thiophene-2-carboxamide